C(C)(C)(C)OC(=O)N1[C@H](CN(CC1)C1CCC(CC1)N1N=C2C=C(C(=CC2=C1)[N+](=O)[O-])C(=O)OC)COC methyl 2-((1R,4R)-4-((R)-4-(tert-butoxycarbonyl)-3-(methoxymethyl) piperazin-1-yl) cyclohexyl)-5-nitro-2H-indazole-6-carboxylate